FC=1C=C(C=CC1)[C@@H]([C@H]1N([C@@H](CC1)CCC)C(=O)OCC1=CC=CC=C1)O Benzyl (2S,5R)-2-((S)-(3-fluorophenyl)(hydroxy)methyl)-5-propyl-pyrrolidine-1-carboxylate